anilinocyclotetradecan N(C1=CC=CC=C1)C1CCCCCCCCCCCCC1